CC1(NC(N(C1=O)C=1C=NC(=NC1)OC1=CC(=C(C#N)C=C1)CC)=O)C 4-{[5-(4,4-dimethyl-2,5-dioxo-1-imidazolidinyl)-2-pyrimidinyl]oxy}-2-ethylbenzonitrile